benzyl [(1-{[2-(trimethylsilyl)ethoxy]methyl}-5-vinyl-1H-benzimidazol-2-yl)methyl]carbamate C[Si](CCOCN1C(=NC2=C1C=CC(=C2)C=C)CNC(OCC2=CC=CC=C2)=O)(C)C